CN(C)CC1=NC(=CC=C1)CN(C)C 2,6-bis(dimethylaminomethyl)pyridine